(S)-(-)-pyroglutamic acid N1[C@@H](CCC1=O)C(=O)O